azetidine 4-methylbenzenesulfonate CC1=CC=C(C=C1)S(=O)(=O)O.N1CCC1